ClC=1C=C2C(C(=CN(C2=CC1F)C=1C=NC(=CC1)NCCCO)C(=O)OCC)=O ethyl 6-chloro-7-fluoro-1-(6-((3-hydroxypropyl) amino) pyridin-3-yl)-4-oxo-1,4-dihydroquinoline-3-carboxylate